C=1N=CN2C1CNC=C2 7H,8H-imidazo[1,5-a]pyrazin